N-(4-amino-5-(3-(dimethylamino)propyl)pyridin-2-yl)acetamide NC1=CC(=NC=C1CCCN(C)C)NC(C)=O